C(C)(C)(C)OC(=O)N1C(CCC1)NC1=C2C(=NC=C1N)N(C=C2)S(=O)(=O)C2=CC=CC=C2 ((5-amino-1-(benzenesulfonyl)-1H-pyrrolo[2,3-b]pyridin-4-yl)amino)pyrrolidine-1-carboxylic acid Tert-butyl ester